1,2,3,4,5,6,7,8-octahydro-8,8-dimethyl-2-naphthalenal CC1(CCCC=2CCC(CC12)C=O)C